C(C)(C)(C)OC(=O)N1CCC(=CC1)C1=C(C=C(C(=C1)Br)F)F.C1(CC1)C1=C(C=C(C(=C1)[N+](=O)[O-])OC)N1CCN(CC1)C1CCN(CC1)CC1CCNCC1 1-(2-cyclopropyl-5-methoxy-4-nitrophenyl)-4-(1-(piperidin-4-ylmethyl)piperidin-4-yl)piperazine tert-butyl-4-(5-bromo-2,4-difluoro-phenyl)-3,6-dihydro-2H-pyridine-1-carboxylate